hexaazatriphenylenecarbonitrile C1(=NN=NC=2C3=NN=NC=C3C3=CC=CC=C3C12)C#N